NICKEL MANGANESE cobalt oxide [Co]=O.[Mn].[Ni]